ClC1=C(C=CC=C1)C1=CC(NC1=C)=O 4-(2-chlorophenyl)-5-methylene-pyrrol-2-one